NC1=C(C2=CC(=C3C=CC=NC3=C2NC1=O)C1CCN(CC1)C(=O)OC(C)(C)C)C1=C2C=NNC2=C(C=C1)F tert-butyl 4-[8-amino-7-(7-fluoro-1H-indazol-4-yl)-9-oxo-10H-1,10-phenanthrolin-5-yl]piperidine-1-carboxylate